4-(4-icosanoylbenzamido)butyric acid C(CCCCCCCCCCCCCCCCCCC)(=O)C1=CC=C(C(=O)NCCCC(=O)O)C=C1